N1(CCNCC1)[C@@H]1CC[C@H](CC1)CC(=O)OC(C)(C)C trans-tert-butyl 2-(4-(piperazin-1-yl)cyclohexyl)acetate